5-(1-fluoro-3-hydroxy-7-{3-[(propan-2-yl)amino]propyl}naphthalen-2-yl)-1λ6,2,5-thiadiazolidine-1,1,3-trione FC1=C(C(=CC2=CC=C(C=C12)CCCNC(C)C)O)N1CC(NS1(=O)=O)=O